9-[6-(2-cyano-3,3-diphenyl-prop-2-enoyl)oxyhexyl]-2,4,8,10-tetraoxaspiro[5.5]undecan C(#N)C(C(=O)OCCCCCCC1OCC2(COCOC2)CO1)=C(C1=CC=CC=C1)C1=CC=CC=C1